2,2-bis(5-butylfuran-2-yl)propanoic acid C(CCC)C1=CC=C(O1)C(C(=O)O)(C)C=1OC(=CC1)CCCC